CC(=O)O.C1CCNC(C1)CNC(=O)C2=C(C=CC(=C2)OCC(F)(F)F)OCC(F)(F)F The molecule is an acetate salt obtained by combining flecainide with one molar equivalent of acetic acid. An antiarrhythmic agent used to prevent and treat tachyarrhythmia (abnormal fast rhythm of the heart). It has a role as an anti-arrhythmia drug. It contains a flecainide(1+).